N1C(CNCC1)C(=O)[O-] piperazin-2-carboxylat